FC1=C(C=O)C(=CC(=C1)[N+](=O)[O-])F 2,6-difluoro-4-nitrobenzaldehyde